4-(Dimethylamino)-1-[6-[[5-fluoro-4-(1-isopropyl-4-methoxy-2-methyl-imidazo[4,5-C]pyridin-6-yl)pyrimidin-2-yl]amino]-3-pyridinyl]piperidin-2-one CN(C1CC(N(CC1)C=1C=NC(=CC1)NC1=NC=C(C(=N1)C1=CC2=C(C(=N1)OC)N=C(N2C(C)C)C)F)=O)C